N-(2,4-dichloro-6-(hydroxymethyl)benzyl)-5-fluoro-8-methylene-5,6,7,8-tetrahydroquinoline-5-carboxamide ClC1=C(CNC(=O)C2(C=3C=CC=NC3C(CC2)=C)F)C(=CC(=C1)Cl)CO